(E)-2-(1-benzylpiperidin-4-yl)-N-((1,2,3,5,6,7-hexahydro-s-indacen-4-yl)carbamoyl)-ethanesulfonamide C(C1=CC=CC=C1)N1CCC(CC1)CCS(=O)(=O)NC(NC1=C2CCCC2=CC=2CCCC12)=O